ClC1=NC2=CC3=C(C=C2C(=C1C(=O)OC)C1=CC=C(C=C1)F)C=NN3 methyl 7-chloro-5-(4-fluorophenyl)-1H-pyrazolo[4,3-g]quinoline-6-carboxylate